C(C)(=O)O.BrC1=CC(=C(C=C1)NC1=C(C=CC(=C1F)F)C(=O)N1CC(C1)(O)C1NCCCC1)Cl 1-({2-[(4-bromo-2-chlorophenyl)amino]-3,4-difluorophenyl}carbonyl)-3-piperidin-2-ylazetidin-3-ol acetate salt